BrCCCCCC(=O)N[C@@H](CCCCN)C(=O)O 6-Bromo-hexanoyllysine